C1(CC1)C=1C(=CC(N2C(=C(SC12)C1=CC(=C(C=C1)OCCOC)C)C(=O)O)=O)CC1=CC=CC2=CC=CC=C12 5-Cyclopropyl-8-[4-(2-methoxyethoxy)-3-methyl-phenyl]-4-[(1-naphthyl)methyl]-2-oxo-7-thia-1-azabicyclo[4.3.0]nona-3,5,8-triene-9-carboxylic acid